1-{2-[4-(2-{[3-chloro-5-(pyridazin-3-yl)phenyl]amino}ethyl)phenyl]ethyl}-2-(hydroxymethyl)piperidine-3,4,5-triol ClC=1C=C(C=C(C1)C=1N=NC=CC1)NCCC1=CC=C(C=C1)CCN1C(C(C(C(C1)O)O)O)CO